trans-p-methoxycinnamaldehyde COC1=CC=C(/C=C/C=O)C=C1